C(C)(C)(C)OC(=O)NCC=1C=CC(=C(C(=O)NC(C)C2=CC(=CC3=CC=CC=C23)C2=CC(=CN2)C(=O)O)C1)C 5-(4-(1-(5-(((tert-butoxycarbonyl)amino)methyl)-2-methylbenzamido)ethyl)naphthalen-2-yl)-1H-pyrrole-3-carboxylic acid